Palmitoylglutamic acid C(CCCCCCCCCCCCCCC)(=O)N[C@@H](CCC(=O)O)C(=O)O